[Mg].[K] kalium magnesium